8-carbamoyl-6-(4-[3-oxa-6-azabicyclo[3.1.1]hept-6-ylmethyl]phenyl)-4-[(3S)-piperidin-3-ylamino]pyrido[3,2-d]pyrimidine-8-carboxamide C(N)(=O)C1(CC(=NC2=C1N=CN=C2N[C@@H]2CNCCC2)C2=CC=C(C=C2)CN2C1COCC2C1)C(=O)N